Cl.ClCCN(C)C 2-chloro-N,N-dimethylethan-1-amine hydrogen chloride